(2S)-2-[(1R)-1-(6-aminopurine-9-yl)-2-oxoethoxy]-3-hydroxypropanal NC1=C2N=CN(C2=NC=N1)[C@@H](C=O)O[C@H](C=O)CO